C(#N)C=1C=CC2=CN(N=C2C1OC1CN(C1)C=1N(C(=CN1)C(=O)O)C)CC1=C2C=CNC2=C(C=C1S(=O)(=O)C)C 2-(3-((6-cyano-2-((7-methyl-5-(methylsulfonyl)-1H-indol-4-yl)-methyl)-2H-indazol-7-yl)oxy)azetidin-1-yl)-1-methyl-1H-imidazole-5-carboxylic acid